m-(1-ethoxy-1-methylethoxy)styrene C(C)OC(C)(OC=1C=C(C=C)C=CC1)C